(R)-tert-Butyl 1-(4-chlorophenyl)-2-(methoxy(methyl)amino)-2-oxoethylcarbamate ClC1=CC=C(C=C1)[C@H](C(=O)N(C)OC)NC(OC(C)(C)C)=O